(2R,3R,4S,5S)-2-(4-amino-7H-pyrrolo[2,3-d]pyrimidin-7-yl)-5-((R)-7-chloro-1,3-dihydroisobenzofuran-1-yl)tetrahydrofuran-3,4-diol NC=1C2=C(N=CN1)N(C=C2)[C@@H]2O[C@@H]([C@H]([C@H]2O)O)[C@@H]2OCC1=CC=CC(=C21)Cl